FC1=CC(=C(C=C1)C(=O)C1=C(C2=C(S1)C=C(C=C2)O)OC2=CC=C(C=C2)OC2CN(C2)CCCF)C (4-fluoro-2-methylphenyl)(3-(4-((1-(3-fluoropropyl)azetidin-3-yl)oxy)phenoxy)-6-hydroxybenzo[b]thiophen-2-yl)methanone